2,2-difluoro-N-(6-methoxypyridin-3-yl)-4-phenylbutanamide FC(C(=O)NC=1C=NC(=CC1)OC)(CCC1=CC=CC=C1)F